2-(5-((5-(2-amino-6-((4-(tert-butoxycarbonyl)piperazin-1-yl)methyl)-1H-Benzo[d]imidazol-1-yl)-4-methylpentyl)oxy)-1-methyl-1H-pyrazol-4-yl)-6-methylisonicotinic acid NC1=NC2=C(N1CC(CCCOC1=C(C=NN1C)C=1C=C(C(=O)O)C=C(N1)C)C)C=C(C=C2)CN2CCN(CC2)C(=O)OC(C)(C)C